1-(5-(5-chloro-2-methoxypyridin-4-yl)-1H-pyrazole-3-carbonyl)-N-((2-methyl-1H-benzo[d]imidazol-5-yl)methyl)piperidine-4-carboxamide ClC=1C(=CC(=NC1)OC)C1=CC(=NN1)C(=O)N1CCC(CC1)C(=O)NCC1=CC2=C(NC(=N2)C)C=C1